(1-(2-methoxyethoxy)propane) samarium [Sm].COCCOCCC